[Ge].[Li].[Al] aluminum lithium germanium